methylpiperidine-4-yl acetate C(C)(=O)OC1CCN(CC1)C